1H-INDAZOLCARBOXAMIDE N1N=C(C2=CC=CC=C12)C(=O)N